[Cl-].C(#N)C=1C=C(C(=C(C1)[N+]=1NN=NC1)C)C 5-cyano-2,3-xylyltetrazolium chloride